(2-methyl-4-((2-methylpyridin-3-yl)oxy)phenyl)-4-oxo-4,5-dihydro-3H-1-thia-3,5,8-triazaacenaphthylene-2-carboxamide CC1=C(C=CC(=C1)OC=1C(=NC=CC1)C)N1C2=C(SC=3N=CC=C(NC1=O)C32)C(=O)N